C(C)(C)(C)OC(=O)N1[C@H]2[C@H](NC[C@@H]1CC2)CO[Si](C)(C)C(C)(C)C (1R,2S,5S)-2-(((tert-butyldimethylsilyl)oxy)methyl)-3,8-diazabicyclo[3.2.1]octane-8-carboxylic acid tert-butyl ester